OC(=O)C(F)(F)F.C(C1=CC=CC=C1)NC(C1=CC(=CC=C1)N1N=CC2=C1CNC2)=O N-benzyl-3-(5,6-dihydropyrrolo[3,4-c]pyrazol-1(4H)-yl)benzamide TFA Salt